ClC1=CC(=C(N[C@H]2[C@H](CN(CC2)C(=O)OC(C)(C)C)C)C=C1)OC tert-butyl (3S,4R)-4-(4-chloro-2-methoxy-anilino)-3-methyl-piperidine-1-carboxylate